C(C1=CC=CC=C1)(C1=CC=CC=C1)N1CCN(CC1)C(=O)C=1C=NC=C(C1)CO (4-benzhydrylpiperazin-1-yl)(5-(hydroxymethyl)pyridin-3-yl)methanone